(3,3-difluorocyclobutyl)methyl (3,4-bis(3,3-difluorocyclobutyl)-1-methyl-1H-pyrazol-5-yl)carbamate FC1(CC(C1)C1=NN(C(=C1C1CC(C1)(F)F)NC(OCC1CC(C1)(F)F)=O)C)F